N-{[2-(2,6-dioxo(3-piperidyl))-1,3-dioxoisoindolin-4-yl]methyl}(octylamino)carboxamide O=C1NC(CCC1N1C(C2=CC=CC(=C2C1=O)CNC(=O)NCCCCCCCC)=O)=O